4-hydroxy-3-(3-(2-(2-acrylamido-ethoxy)acrylamido)phenyl)-2-methylpentanoic acid tert-butyl ester C(C)(C)(C)OC(C(C(C(C)O)C1=CC(=CC=C1)NC(C(=C)OCCNC(C=C)=O)=O)C)=O